5-phenyl-thianthrenium C1(=CC=CC=C1)[S+]1C=2C=CC=CC2SC2=CC=CC=C12